FC1=C(C(=CC=C1)F)C1=CC(=C(N=N1)C(=O)N)NC=1C=C2CN(C(C2=CC1)=O)C 6-(2,6-difluorophenyl)-4-((2-methyl-1-oxoisoindoline-5-yl)amino)pyridazine-3-carboxamide